ClC1=CC(=C(COC2=CC=CC(=N2)C2=NC=C(C=C2)CC2=NC3=C(N2CC2OCC2)C=C(C=C3)C(=O)O)C=C1)F 2-((6'-((4-chloro-2-fluorobenzyl)oxy)-[2,2'-bipyridyl]-5-yl)methyl)-1-(oxetan-2-ylmethyl)-1H-benzo[d]imidazole-6-carboxylic acid